1-(2-chlorobenzyl)-N-(trans-1,3-dimethylpiperidin-4-yl)cyclopropane-1-carboxamide ClC1=C(CC2(CC2)C(=O)N[C@H]2[C@@H](CN(CC2)C)C)C=CC=C1